benzyl N-[3-[(3R)-5,5-dimethylpyrrolidin-3-yl]propyl]carbamate CC1(C[C@H](CN1)CCCNC(OCC1=CC=CC=C1)=O)C